lithium (1,1-bis(4-fluorophenyl)-1-((trimethylsilyl)oxy)propan-2-ylidene)amide FC1=CC=C(C=C1)C(C(C)=[N-])(O[Si](C)(C)C)C1=CC=C(C=C1)F.[Li+]